3-((1-(2-(3-Azabicyclo[3.1.0]hexan-3-yl)-3,6-dimethyl-4-oxo-3,4-dihydroquinazolin-8-yl)ethyl)amino)-6-chloropicolinamide C12CN(CC2C1)C1=NC2=C(C=C(C=C2C(N1C)=O)C)C(C)NC=1C(=NC(=CC1)Cl)C(=O)N